C(C1=CC=CC=C1)OC1=C(C(=CC2=C1CCO2)C)C=2C(N(C(=NN2)SC)C)=O (4-benzyloxy-6-methyl-2,3-dihydrobenzofuran-5-yl)-4-methyl-3-methylsulfanyl-1,2,4-triazin-5-one